3,5-DICHLORO-4-ETHOXYPHENYLBORONIC ACID ClC=1C=C(C=C(C1OCC)Cl)B(O)O